OCCC(CCNC(OC(C)(C)C)=O)(C)C tert-butyl 5-hydroxy-3,3-dimethylpentylcarbamate